2,2',2''-(1,10-dioxa-4,7,13,16-tetraazacyclooctadecane-4,7,13-triyl)triacetate O1CCN(CCN(CCOCCN(CCNCC1)CC(=O)[O-])CC(=O)[O-])CC(=O)[O-]